COC[C@@]1(CCC=2C(=NNC2C1)C(=O)O)C (R)-6-(methoxymethyl)-6-methyl-4,5,6,7-tetrahydro-1H-indazole-3-carboxylic acid